6-[5-[(1S)-1-aminoethyl]-3-methyl-1,2,4-triazol-1-yl]pyrimidine-4-carboxamide hydrochloride Cl.N[C@@H](C)C1=NC(=NN1C1=CC(=NC=N1)C(=O)N)C